C(C)(=O)O[C@@H]([C@@H](C(=O)OC)NC(=O)OC(=O)N1C(CCC1)COCC1=CC=CC=C1)C ((2S,3R)-3-acetoxy-1-methoxy-1-oxobutan-2-yl)carbamoyl-2-((benzyloxy)methyl)pyrrolidine-1-carboxylate